5-((3,5-dimethylphenyl)amino)-7-(ethylamino)pyrazolo[1,5-a]pyrimidine-3-carboxamide CC=1C=C(C=C(C1)C)NC1=NC=2N(C(=C1)NCC)N=CC2C(=O)N